FC1=CC=C(CN2C(=NC=3N(C(N(C(C23)=O)CCCO)=O)C)OC2=CC=C(C#N)C=C2)C=C1 4-((7-(4-fluorobenzyl)-1-(3-hydroxypropyl)-3-methyl-2,6-dioxo-2,3,6,7-tetrahydro-1H-purin-8-yl)oxy)benzonitrile